C1(CC1)N1C=C(C(C2=CC(=C(C(=C12)OC)N1C[C@@H]2CCCN([C@@H]2C1)C)F)=O)C(=O)O 1-cyclopropyl-7-{2-methyl-(S,S)-2,8-diazabicyclo[4.3.0]nonan-8-yl}-6-fluoro-8-methoxy-4-oxo-1,4-dihydro-3-quinolinecarboxylic acid